1,2-didodecylhexaenoyl-sn-glycero-3-phosphoethanolamine C(CCCCCCCCCCC)C(C(=C(CCC)C(OP(OC[C@@H](CO)O)(=O)O)CN)CCCCCCCCCCCC)=O